2-benzenesulfonyl-1-(3-nitrophenyl)ethanol C1(=CC=CC=C1)S(=O)(=O)CC(O)C1=CC(=CC=C1)[N+](=O)[O-]